C1(CCCCC1)N1C(C(CCC1)NC(=O)[C@H]1N(C[C@@H](C1)O)C([C@H](C(C)(C)C)N1N=NC(=C1)C1CC1)=O)=O (2S,4r)-N-(1-cyclohexyl-2-oxo-3-piperidinyl)-1-[(2S)-2-(4-cyclopropyltriazol-1-yl)-3,3-dimethyl-butyryl]-4-hydroxy-pyrrolidine-2-carboxamide